[Cl-].C[P+](OC1=CC=CC=C1)(OC1=CC=CC=C1)OC1=CC=CC=C1 methyl-triphenoxyphosphonium chloride